C(C)OC(=O)C=1N=C(SC1)N1N=C(C(=C1CC1CC1)CC1=CC(=C(C=C1)S(N)(=O)=O)F)OS(=O)(=O)C(F)(F)F 2-[5-(cyclopropylmethyl)-4-[(3-fluoro-4-sulfamoyl-phenyl)methyl]-3-(trifluoromethylsulfonyloxy)pyrazol-1-yl]Thiazole-4-carboxylic acid ethyl ester